P-(4-(5-(chlorodifluoromethyl)-1,2,4-oxadiazol-3-yl)-2-fluorobenzyl)-P-methyl-N-phenylphosphinic amide ClC(C1=NC(=NO1)C1=CC(=C(CP(NC2=CC=CC=C2)(=O)C)C=C1)F)(F)F